C(C=C)(=O)N1C[C@@H]2COC3=C(C(N2CC1)=O)C(=NC(=C3Cl)C3=C(C=CC=C3)F)N3[C@H](C[C@H](C3)N3CCN(CC3)C)C (6aR)-8-acryloyl-4-chloro-3-(2-fluorophenyl)-1-((2S,4R)-2-methyl-4-(4-methylpiperazin-1-yl)pyrrolidin-1-yl)-6,6a,7,8,9,10-hexahydro-12H-pyrazino[2,1-c]pyrido[3,4-f][1,4]oxazepin-12-one